(2,2-dioxo-2-thiaspiro[3.3]hept-6-yl)carbamic acid tert-butyl ester C(C)(C)(C)OC(NC1CC2(CS(C2)(=O)=O)C1)=O